NC1=NN(C=C1)C1=C(C#N)C=CC(=N1)C 2-(3-amino-1H-pyrazol-1-yl)-6-methylnicotinonitrile